C(C)(C)(C)OC(=O)NCC1=NNC(C2=C(C=C(C=C12)C=1C=NN(C1C1=C(C2=C(S1)C=CC=C2)C#N)C)B(O)O)=O (1-(((tert-butoxycarbonyl)amino)methyl)-7-(5-(3-cyanobenzo[b]thiophen-2-yl)-1-methyl-1H-pyrazol-4-yl)-4-oxo-3,4-dihydrophthalazin-5-yl)boronic acid